FC=1C(=C(C=C(C1)C(C)C)[C@H](C(=O)O)N1C[C@@H](CC1)OCCCCCC1=NC=2NCCCC2C(=C1)OCCOC)OC (R)-2-(3-fluoro-5-isopropyl-2-methoxyphenyl)-2-((R)-3-((5-(4-(2-methoxyethoxy)-5,6,7,8-tetrahydro-1,8-naphthyridin-2-yl)pentyl)oxy)pyrrolidin-1-yl)acetic acid